Spirobifluoren-amine C12(C(=CC=C3C4=CC=CC=C4C=C13)N)C=CC=C1C3=CC=CC=C3C=C12